t-butyl (S)-3-hydroxypyrrolidine-1-carboxylate O[C@@H]1CN(CC1)C(=O)OC(C)(C)C